OCC1=CC=C(O1)B(O)O (5-(hydroxymethyl)furan-2-yl)boronic acid